(R)-tert-butyl 1-(4-fluorophenylamino)-4-(methylthio)-1-oxobutan-2-ylcarbamate FC1=CC=C(C=C1)NC([C@@H](CCSC)NC(OC(C)(C)C)=O)=O